methyl (2E)-4-([2-[6-oxo-5-(trifluoromethyl)-1-[[2-(trimethylsilyl)ethoxy]methyl]-1,6-dihydropyridazin-4-yl]-2,3-dihydro-1H-isoindol-1-yl]methoxy)but-2-enoate O=C1C(=C(C=NN1COCC[Si](C)(C)C)N1C(C2=CC=CC=C2C1)COC/C=C/C(=O)OC)C(F)(F)F